(1-(2H3)methyl-1H-1,2,4-triazol-3-yl)methanol methyl-2-(1-{2-formyl-3-[(4-methoxyphenyl)methoxy]phenyl}pyrazol-3-yl)pyridine-4-carboxylate CC=1C(=NC=CC1C(=O)OCC1=NN(C=N1)C([2H])([2H])[2H])C1=NN(C=C1)C1=C(C(=CC=C1)OCC1=CC=C(C=C1)OC)C=O